1,3-dimethyl-1H-indazole-6-carboxylic acid methyl ester COC(=O)C1=CC=C2C(=NN(C2=C1)C)C